2-(7-(4-chlorophenyl)-2-(ethylsulfonyl)pyrazolo[1,5-a]pyrimidin-3-yl)-3-methyl-6-(trifluoromethyl)-3H-imidazo[4,5-b]pyridine ClC1=CC=C(C=C1)C1=CC=NC=2N1N=C(C2C2=NC=1C(=NC=C(C1)C(F)(F)F)N2C)S(=O)(=O)CC